(E)-methylindole CC=1NC2=CC=CC=C2C1